2-((2-(3-benzyl-pyrrolidin-1-yl)ethyl)thio)-1,4-dihydroquinazoline dihydrochloride Cl.Cl.C(C1=CC=CC=C1)C1CN(CC1)CCSC=1NC2=CC=CC=C2CN1